1-chloro-4-(3,3-difluorocycloprop-1-en-1-yl)benzene ClC1=CC=C(C=C1)C1=CC1(F)F